(±)-tert-Butyl 2-(methyl(2-(methylsulfinylmethyl)-4-nitrophenyl)amino)ethylcarbamate CN(CCNC(OC(C)(C)C)=O)C1=C(C=C(C=C1)[N+](=O)[O-])C[S@](=O)C |r|